ClC1=NC2=CC=C(C=C2C(=N1)NC1CCN(CC1)C(C)C)OC 2-chloro-N-(1-isopropyl-piperidin-4-yl)-6-methoxy-quinazolin-4-amine